FC=1C(=C(OC=2N=NC(=C(C2C(=O)N)C)C)C=CC1F)OC 3-(3,4-difluoro-2-methoxy-phenoxy)-5,6-dimethyl-pyridazine-4-carboxamide